(2R,3R,4R,5R)-5-(2-chloro-6-(isopropylamino)-9H-purin-9-yl)-2-(((1-ethoxy-1-oxo-2-(thiazol-4-yl)-3-(thiophen-3-yl)propan-2-yl)oxy)methyl)-3-ethynyltetrahydrofuran-3,4-diyl diacetate C(C)(=O)O[C@@]1([C@H](O[C@H]([C@@H]1OC(C)=O)N1C2=NC(=NC(=C2N=C1)NC(C)C)Cl)COC(C(=O)OCC)(CC1=CSC=C1)C=1N=CSC1)C#C